N-methyl-2-benzothiazolinone hydrazone CN1C(SC2=C1C=CC=C2)=NN